(1s,4s)-benzyl 4-(8-(5-cyclopropyl-2-ethoxy-4-(5-fluoropyridin-2-yl)benzyl)-2-oxo-1-oxa-3,8-diazaspiro[4.5]decan-3-yl)-1-methylcyclohexanecarboxylate C1(CC1)C=1C(=CC(=C(CN2CCC3(CN(C(O3)=O)C3CCC(CC3)(C(=O)OCC3=CC=CC=C3)C)CC2)C1)OCC)C1=NC=C(C=C1)F